BrC=1C=C(C(=O)OC(C)(C)C)C=C(C1)C(C1=C(C=C(C(=C1)Br)F)F)=O tert-Butyl 3-bromo-5-(5-bromo-2,4-difluorobenzoyl)benzoate